C1(CC1)N1C=C(C(C2=CC(=C(C=C12)N1CCNCC1)F)=O)CN(CC1=CC(=NC=C1)C)[C@@H]1CN(CCC1)C=1C=NC(=CC1)C 1-cyclopropyl-6-fluoro-3-({[(3S)-1-(6-methylpyridin-3-yl)piperidin-3-yl][(2-methylpyridin-4-yl)methyl]amino}methyl)-7-(piperazin-1-yl)-1,4-dihydroquinolin-4-one